(S)-N-benzyl-2-(5-(2-fluoro-4-(2-(3-methylmorpholino)ethoxy)phenyl)pyridin-2-yl)acetamide C(C1=CC=CC=C1)NC(CC1=NC=C(C=C1)C1=C(C=C(C=C1)OCCN1[C@H](COCC1)C)F)=O